NC1=C(C=C(C=N1)C1=NN2C(=C1)[C@@]1(CN(CC1)C(C1=CC=CC(=N1)O)C1CC1)OCC2)C(F)(F)F 6-({(3'R)-2-[6-amino-5-(trifluoromethyl)pyridin-3-yl]-6,7-dihydrospiro[pyrazolo[5,1-c][1,4]oxazine-4,3'-pyrrolidin]-1'-yl}(cyclopropyl)methyl)pyridin-2-ol